CC(CC(C)C)NC1=CC=C(C=C1)NC1=CC=CC=C1 N-(1,3-Dimethylbutyl)-N'-phenyl-1,4-benzenediamine